2,5-dimethylfuran-3-carboxylic acid CC=1OC(=CC1C(=O)O)C